bromo-2,3-dihydro-1-oxo-1H-indene-2-carboxylic acid methyl ester COC(=O)C1(C(C2=CC=CC=C2C1)=O)Br